4-[(3S)-3-amino-3-(methoxymethyl)pyrrolidin-1-yl]-6-cyano-N-[(1S)-1-cyclopropylethyl]-5-(3,5-difluorophenyl)pyridine-3-carboxamide N[C@@]1(CN(CC1)C1=C(C=NC(=C1C1=CC(=CC(=C1)F)F)C#N)C(=O)N[C@@H](C)C1CC1)COC